C1(CC1)C=1C=C(C=C2C(C(=COC12)C1=NC(=CC(=C1)C(C1=NN=CN1C)C1CC1)C1CC1)=O)CN1C[C@H](OCC1)C 8-cyclopropyl-3-(6-cyclopropyl-4-(cyclopropyl(4-methyl-4H-1,2,4-triazol-3-yl)methyl)pyridin-2-yl)-6-(((R)-2-methylmorpholinyl)methyl)-4H-chromen-4-one